7-Bromo-N,N-dimethylnaphtho[2,1-d]oxazol-2-amine BrC=1C=C2C=CC=3N=C(OC3C2=CC1)N(C)C